3-bromo-7-chloro-1,8-naphthyridin-2(1H)-one BrC=1C(NC2=NC(=CC=C2C1)Cl)=O